6-Methoxy-7-(3-morpholinopropoxy)pyrido[3,2-d]pyrimidin-4-ol COC=1C(=CC=2N=CN=C(C2N1)O)OCCCN1CCOCC1